2,4-difluoro-N-methoxy-N-methylbenzamide FC1=C(C(=O)N(C)OC)C=CC(=C1)F